C12CN(CC(CC1)N2)C=2C=CC=1N=CN=C(C1N2)NC2=CC(=C(C=C2)OC2=CC=1N(C=C2)N=CN1)C 6-{3,8-diazabicyclo[3.2.1]octan-3-yl}-N-(3-methyl-4-{[1,2,4]triazolo[1,5-a]pyridin-7-yloxy}phenyl)pyrido[3,2-d]pyrimidin-4-amine